C1(=CC=CC=C1)C1=NC(=NC(=N1)C1=CC=CC=C1)C1=C(C=CC=C1)C1=C(C(=NC(=C1)C1=CC=C(C=C1)N1C2=CC=C(C=C2C=2C=C(C=CC12)C)C)C1=CC=C(C=C1)N1C2=CC=C(C=C2C=2C=C(C=CC12)C)C)C1=CC=C(C=C1)N1C2=CC=CC=C2C=2C=C(C=CC12)C 9,9'-((4-(2-(4,6-diphenyl-1,3,5-triazin-2-yl)phenyl)-3-(4-(3-methyl-9H-carbazol-9-yl)phenyl)pyridine-2,6-diyl)bis(4,1-phenylene))bis(3,6-dimethyl-9H-carbazole)